(1s,4s)-4-(2-((tertbutyldiphenylsilyl)oxy)ethyl)cyclohexan-1-ol C(C)(C)(C)[Si](OCCC1CCC(CC1)O)(C1=CC=CC=C1)C1=CC=CC=C1